C(C)(C)(C)OOC(CCC(=O)OCCCC)(C)OOC(C)(C)C n-butyl 4,4-di(t-butyl peroxy)valerate